C[C@@H]1CN(CCC1)CC1=C2C(=NC(=C1)C(=O)OC)SC=N2 methyl 7-{[(3S)-3-methylpiperidin-1-yl] methyl}-[1,3]thiazolo[5,4-b]pyridine-5-carboxylate